CC1NCCC(C1)C(=O)N 2-methylpiperidine-4-carboxamide